6-fluoro-7-(1-methyl-1H-indol-4-yl)-4-((R)-2-methylpiperazin-1-yl)-2-(((S)-1-methylpyrrolidin-2-yl)methoxy)pyrido[2,3-d]pyrimidine FC1=CC2=C(N=C(N=C2N2[C@@H](CNCC2)C)OC[C@H]2N(CCC2)C)N=C1C1=C2C=CN(C2=CC=C1)C